ClC=1C(=C(C=CC1OC[C@H]1OCCC1)NC=1C2=C(N=CN1)C=CC(=N2)O[C@@H]2CN(CC2)C(=O)OC(C)(C)C)F tert-Butyl (S)-3-((4-((3-chloro-2-fluoro-4-(((S)-tetrahydrofuran-2-yl)methoxy)phenyl)amino)pyrido[3,2-d]pyrimidin-6-yl)oxy)pyrrolidine-1-carboxylate